4-formyl-2,5-dimethyl-1-p-tolyl-1H-pyrrole-3-carboxylic acid ethyl ester C(C)OC(=O)C1=C(N(C(=C1C=O)C)C1=CC=C(C=C1)C)C